1,2-Bis(dimethylphosphino)ethan CP(CCP(C)C)C